NC=1N=C(C(=NC1OCCC=C)B(O)O)C (5-amino-6-(but-3-en-1-yloxy)-3-methylpyrazin-2-yl)boronic acid